(2R)-1-[(4aR,8aS)-3,4,4a,5,6,7,8,8a-Octahydro-2H-quinolin-1-yl]-2-[(2,4-dimethoxyphenyl)methylamino]-3-(1H-imidazol-5-yl)propan-1-one N1(CCC[C@H]2CCCC[C@H]12)C([C@@H](CC1=CN=CN1)NCC1=C(C=C(C=C1)OC)OC)=O